C(C)OC(=O)C=1N=C2N(N=CC=C2)C1 imidazo[1,2-b]pyridazine-2-carboxylic acid ethyl ester